ethyl-3-cyclopropylacrylate C(C)OC(C=CC1CC1)=O